Nickel Manganese Cobalt [Co].[Mn].[Ni]